C1(=CC(=CC(=C1)C(C(=O)[O-])C1=C(N(C2=CC=C(C=C12)OC)C(C1=CC=C(C=C1)Cl)=O)C)C(C(=O)[O-])C1=C(N(C2=CC=C(C=C12)OC)C(C1=CC=C(C=C1)Cl)=O)C)C(C(=O)[O-])C1=C(N(C2=CC=C(C=C12)OC)C(C1=CC=C(C=C1)Cl)=O)C Benzene-1,3,5-trisyltri(2-(1-(4-chlorobenzoyl)-5-methoxy-2-methyl-1H-indol-3-yl) acetate)